gamma-(methacryl)propyltrimethoxysilane C(=O)(C(=C)C)CCC[Si](OC)(OC)OC